FC=1C=CC(=C(C(=O)N(C)C(C)C)C1)N1C=C(C=2C1=CN=CC2)C2CCN(CC2)CC2=CC1=C(NC(N1)=O)C=C2 5-fluoro-N-isopropyl-N-methyl-2-(3-(1-((2-oxo-2,3-dihydro-1H-benzo[d]imidazol-5-yl)methyl)piperidin-4-yl)-1H-pyrrolo[2,3-c]pyridin-1-yl)benzamide